tert-butyl 3-((6-bromopyridin-3-yl)oxy)azetidine-1-carboxylate BrC1=CC=C(C=N1)OC1CN(C1)C(=O)OC(C)(C)C